1-(isoamyl)-2-(phenylamino)ethane ethyl-2-(2-ethoxy-2-oxoethyl)-4,5-dihydroxybenzoate C(C)OC(C1=C(C=C(C(=C1)O)O)CC(=O)OCC)=O.C(CC(C)C)CCNC1=CC=CC=C1